BrC1=CC=C(C=C1)C1OC2=CC(=CC(=C2C(C1)=O)OC)O 2-(4-bromophenyl)-7-hydroxy-5-methoxychroman-4-one